3-[[2-[3-(4-morpholinylmethyl)phenyl]thieno[3,2-b]pyridin-7-yl]amino]phenol dihydrochloride Cl.Cl.N1(CCOCC1)CC=1C=C(C=CC1)C1=CC2=NC=CC(=C2S1)NC=1C=C(C=CC1)O